NC1CCN(CC1)C=1N(C(C(=C(N1)C1(C(C#N)C=CC=C1)F)C1=CC=C(C=C1)Cl)=O)C 2-(4-aminopiperidin-1-yl-5-(4-chlorophenyl)-1-methyl-6-oxopyrimidin-4-yl)-2-fluorobenzonitrile